8-ethyl-1,4-dioxaspiro[4.5]decane-8-carboxylic acid C(C)C1(CCC2(OCCO2)CC1)C(=O)O